4-xylyl-Methane C1=C(C(=C(C=C1)C)C)C